FC(CC1=CC=2C(N=C1)=NNC2)(F)F 5-(2,2,2-trifluoroethyl)-2H-pyrazolo[3,4-b]pyridin